NCCC1=NN(C=C1)C1(CC1)CCO 2-(1-(3-(2-aminoethyl)-1H-pyrazol-1-yl)cyclopropyl)ethan-1-ol